epoxy-phenol borate B(O)(O)OC1=C2C(=CC=C1)O2